NC=1C=CC2=CC=CC(=C2C1)O 3-Amino-5-hydroxynaphthalin